ClC1=C(C=C(C(=O)O)C=C1)S(=O)(=O)Cl 4-chloro-3-(chlorosulfonyl)benzoic acid